ClC1=C2C(=C(NC2=CC=C1F)C(=O)N1[C@H](CN(CC1)C(CN1CC(C1)(F)F)=O)C)F (S)-1-(4-(4-chloro-3,5-difluoro-1H-indole-2-carbonyl)-3-methylpiperazin-1-yl)-2-(3,3-difluoroazetidin-1-yl)ethan-1-one